[F-].C(CCCCCCC)[NH+]1C=C(C=C1)C 1-Octyl-3-Methylpyrrolium fluorid